CC(CCCC)CCCCCCCCCCCCCCC 5-methyl-icosaan